FC1CC(C1)(C1=NC=CC=C1F)CNC1=NC=C(C=N1)C1=C(C=CC=C1)F {[3-fluoro-1-(3-fluoro(2-pyridyl))cyclobutyl]methyl}[5-(2-fluorophenyl)pyrimidin-2-yl]amine